ClC1=NC(=CC(=C1)C=1C(=NN2C1N=C(C=C2)NC2CCN(CC2)CC)C=2C=C(C#N)C=CC2)C 3-[3-(2-chloro-6-methyl-4-pyridinyl)-5-[(1-ethyl-4-piperidinyl)amino]pyrazolo[1,5-a]pyrimidin-2-yl]benzonitrile